COC1=NN2C(S1)=NC(=C2)C2=NN1C(C=CC=C1)=C2 2-methoxy-6-(pyrazolo[1,5-a]pyridin-2-yl)imidazo[2,1-b][1,3,4]thiadiazole